FC(C(=O)O)(F)F.CC1(C2C(N(C(C12)=O)CC1=CC2=NC=CC(=C2S1)C1=NC(=CC(=C1NC1CNCC1)C)C(F)(F)F)=O)C 6,6-dimethyl-3-((7-(4-methyl-3-(pyrrolidin-3-ylamino)-6-(trifluoromethyl)pyridin-2-yl)thieno[3,2-b]pyridin-2-yl)methyl)-3-azabicyclo[3.1.0]hexane-2,4-dione 2,2,2-trifluoroacetate